FC(OC=1C=C2C(N(C(N(C2=CC1)C1CCNCC1)=O)CC1=CC(=C(C=C1)OC)OC)=O)F 4-[6-(difluoromethoxy)-3-(3,4-dimethoxybenzyl)-2,4-dioxo-3,4-dihydroquinazolin-1(2H)-yl]piperidine